tert-Butyl (2R,5S)-2,5-dimethyl-4-(5-methyl-7-tosyl-7H-pyrrolo[2,3-d]pyrimidin-4-yl)piperazine-1-carboxylate C[C@H]1N(C[C@@H](N(C1)C=1C2=C(N=CN1)N(C=C2C)S(=O)(=O)C2=CC=C(C)C=C2)C)C(=O)OC(C)(C)C